COS(=O)(=O)[O-].C[NH+](C)C trimethylammonium Methyl-Sulfate